3-(5-(2-chloro-6-methylpyridin-4-yl)-4-(4-fluorophenyl)pyrimidin-2-yl)-1-methyl-1-(pyridin-2-ylmethyl)urea ClC1=NC(=CC(=C1)C=1C(=NC(=NC1)NC(N(CC1=NC=CC=C1)C)=O)C1=CC=C(C=C1)F)C